FC1=C(CN2C=C3C(=C(C2=O)C)C(C(N3)=O)(C)C)C=CC(=C1)F 6-(2,4-difluoro-benzyl)-3,3,4-trimethyl-1,6-dihydro-3H-pyrrolo[2,3-c]pyridine-2,5-dione